(3-methyl-2-(pyridin-3-yl)-1H-indol-5-yl)methanamine CC1=C(NC2=CC=C(C=C12)CN)C=1C=NC=CC1